ClC1=CC2=C(C(=N1)OC1COCC1)C(N(C2)[C@@H](C)C2CC2)=O 6-chloro-2-((S)-1-cyclopropylethyl)-4-((tetrahydrofuran-3-yl)oxy)-1,2-dihydro-3H-pyrrolo[3,4-c]pyridin-3-one